C(OC(C)(C)C)(=O)OOC(C)C t-butyl O-isopropyl monoperoxycarbonate